S-((5-(((tert-butyldimethylsilyl)oxy)methyl)-1-methyl-1H-pyrazol-3-yl)methyl) ethanethioate C(C)(SCC1=NN(C(=C1)CO[Si](C)(C)C(C)(C)C)C)=O